N1CC(C1)CC1=CC(=C2CN(C(C2=C1)=O)C1=CC(=CC=C1)C1(COC1)[C@@H](C1=NN=CN1C)F)C(F)(F)F (S)-6-(azetidin-3-ylmethyl)-2-(3-(3-(fluoro(4-methyl-4H-1,2,4-triazol-3-yl)methyl)oxetan-3-yl)phenyl)-4-(trifluoromethyl)isoindolin-1-one